tert-Butyl (1R,5S)-3-(4-bromo-7-(((2R,7aS)-2-fluorotetrahydro-1H-pyrrolizin-7a(5H)-yl)methoxy)imidazo[1,2-a][1,5]naphthyridin-9-yl)-3,8-diazabicyclo[3.2.1]octane-8-carboxylate BrC=1C=2N(C3=C(C=C(N=C3C1)OC[C@]13CCCN3C[C@@H](C1)F)N1C[C@H]3CC[C@@H](C1)N3C(=O)OC(C)(C)C)C=CN2